8-chloro-2-(3-(4-(4-fluorophenyl)-3,6-dihydropyridin-1(2H)-yl)-3-oxopropyl)quinazolin-4(3H)-one ClC=1C=CC=C2C(NC(=NC12)CCC(=O)N1CCC(=CC1)C1=CC=C(C=C1)F)=O